OC1=CC(=CC2=C1N=C(S2)NC(=O)C=2OC=CC2)NS(=O)(=O)C2=CC=C(C=C2)C N-(4-hydroxy-6-(4-methylbenzenesulfonamido)benzo[d]thiazol-2-yl)furan-2-carboxamide